S1C(=NC=C1)NC(OC1=CC=CC=C1)=O phenyl thiazol-2-ylcarbamate